3-benzyl-1-(trans-4-((5-cyano-4-((oxetan-3-ylmethyl)amino)-pyrimidin-2-yl)amino)cyclohexyl)-1-(5-(1-methyl-1H-pyrazol-4-yl)pyridin-2-yl)urea C(C1=CC=CC=C1)NC(N(C1=NC=C(C=C1)C=1C=NN(C1)C)[C@@H]1CC[C@H](CC1)NC1=NC=C(C(=N1)NCC1COC1)C#N)=O